4-((2-methylpyridin-4-yl)amino)-N-(3-(pyridazin-4-ylamino)phenyl)benzamide CC1=NC=CC(=C1)NC1=CC=C(C(=O)NC2=CC(=CC=C2)NC2=CN=NC=C2)C=C1